IOI.[Ti] titanium diiodooxide